tert-butyl 3,3-difluoro-4-((2-iodo-3-(2,2,2-trifluoroethyl)benzo[b]thiophen-7-yl)amino)piperidine-1-carboxylate FC1(CN(CCC1NC1=CC=CC2=C1SC(=C2CC(F)(F)F)I)C(=O)OC(C)(C)C)F